2-[2-(2-[[2-(2,6-Dioxopiperidin-3-Yl)-1,3-Dioxoisoindol-4-Ylamino]Ethoxy]Ethoxy)Ethyl]Azetidine-3-Sulfonamide O=C1NC(CCC1N1C(C2=CC=CC(=C2C1=O)NCCOCCOCCC1NCC1S(=O)(=O)N)=O)=O